methyl 2-(1-tert-butoxycarbonyl-3,6-dihydro-2H-pyridin-5-yl)-7-(2-methoxy-4,6-dimethyl-phenyl)-1,8-naphthyridine-4-carboxylate C(C)(C)(C)OC(=O)N1CCC=C(C1)C1=NC2=NC(=CC=C2C(=C1)C(=O)OC)C1=C(C=C(C=C1C)C)OC